2,5,6-trichloro-3-methyl-4-methylsulfonyl-benzoic acid ClC1=C(C(=O)O)C(=C(C(=C1C)S(=O)(=O)C)Cl)Cl